alpha-tocopheryl ferulate CC1=C(C(=C(C2=C1OC(CC2)(C)CCCC(C)CCCC(C)CCCC(C)C)C)OC(=O)/C=C/C3=CC(=C(C=C3)O)OC)C